2-chloro-N-((1R,2R)-1-(2-chlorophenyl)-2-hydroxycyclohexyl)acetamide ClCC(=O)N[C@@]1([C@@H](CCCC1)O)C1=C(C=CC=C1)Cl